10-(3-butyl-4,6-dioxo-2-thioxotetrahydropyrimidin-1(2H)-yl)-3-((2-(trimethylsilyl)ethoxy)methyl)-1,3-diazadispiro[4.1.57.15]tridecane-2,4-dione C(CCC)N1C(N(C(CC1=O)=O)C1CCC2(CC3(C(N(C(N3)=O)COCC[Si](C)(C)C)=O)C2)CC1)=S